N1(C=NC=C1)C(=O)OC(CCOC(CCC(OCCCC\C=C/CC)OCCCC\C=C/CC)=O)CCOC(CCCCCCC\C=C/C\C=C/CCCCC)=O 1-((4,4-bis(((Z)-oct-5-en-1-yl)oxy)butanoyl)oxy)-5-(((9Z,12Z)-octadeca-9,12-dienoyl)oxy)pentan-3-yl 1H-imidazole-1-carboxylate